BrC=1SC(=C(N1)C)OC1=C(C=C(C=C1)N1N=CN(C1=O)CC1=C(C=CC=C1F)F)Cl 2-(4-((2-bromo-4-methylthiazol-5-yl)oxy)-3-chlorophenyl)-4-(2,6-difluorobenzyl)-2,4-dihydro-3H-1,2,4-triazol-3-one